calcium Thiosulfate S(=S)(=O)([O-])[O-].[Ca+2]